FC=1C(=CC=C2C=NN(C12)C1OCCCC1)/C=C/C(=O)O (E)-3-(7-fluoro-1-(tetrahydro-2H-pyran-2-yl)-1H-indazol-6-yl)acrylic acid